CC(CCSC)NC(C1=CC=CC=C1)=O N-[1-methyl-3-(methylthio)propyl]benzamide